4-((E)-2-cyclohexylvinyl)-5-methoxypyridinamide C1(CCCCC1)/C=C/C1=CC(=NC=C1OC)C(=O)N